(S)-2-((tert-butoxycarbonyl)amino)-3-(4-((1R,4S)-4-(tert-butoxycarbonyl)cyclohexyl)phenyl)propanoic acid C(C)(C)(C)OC(=O)N[C@H](C(=O)O)CC1=CC=C(C=C1)C1CCC(CC1)C(=O)OC(C)(C)C